4-(difluoromethoxy)pyrrolidine-1,2-dicarboxylate FC(OC1CC(N(C1)C(=O)[O-])C(=O)[O-])F